rel-(S)-6-((3,5-dimethyl-1-oxoisoindolin-2-yl)methyl)benzo[d]oxazol-2(3H)-one C[C@@H]1N(C(C2=CC=C(C=C12)C)=O)CC1=CC2=C(NC(O2)=O)C=C1 |o1:1|